CP(=O)C1=C(C=CC=C1)C=O 2-(methylphosphinyl)benzene-1-carbaldehyde